The molecule is a steroid saponin that consists of oleandrigenin having a digitoxosyl residue attached at position 3. It is a cardenolide glycoside, a digitoxoside, a steroid ester, a monosaccharide derivative and a steroid saponin. C[C@@H]1[C@H]([C@H](C[C@@H](O1)O[C@H]2CC[C@]3([C@@H](C2)CC[C@@H]4[C@@H]3CC[C@]5([C@@]4(C[C@@H]([C@@H]5C6=CC(=O)OC6)OC(=O)C)O)C)C)O)O